CP(=O)(C)C1=CC=C(C=C1)C1=CC2=C(N=C3N2[C@H]2C4=C(C(N([C@@H]3C2)C([2H])([2H])[2H])=O)C=CC=C4C#CC)C=C1 (7R,14R)-11-(4-(dimethylphosphoryl)phenyl)-6-(methyl-d3)-1-(prop-1-yn-1-yl)-6,7-dihydro-7,14-methanobenzo[f]benzo[4,5]imidazo[1,2-a][1,4]diazocin-5(14H)-one